C(C)(C)(C)OC(=O)N1C[C@@H]([C@H](C1)CC=C)OCC1=CC=CC=C1 (3R,4S)-3-benzyloxy-4-allyl-pyrrolidine-1-carboxylic acid tert-butyl ester